C(#N)C[C@@H]1N(CCN(C1)C1=NC(=NN2C1=NC=C2CC2=CC(=CC1=CC=CC=C21)OC(C(C)(C)C)=O)OC[C@H]2N(CCC2)C)C(=O)OCC2=CC=CC=C2 benzyl (S)-2-(cyanomethyl)-4-(2-(((S)-1-methylpyrrolidin-2-yl)methoxy)-7-((3-(pivaloyloxy)naphthalen-1-yl)methyl)imidazo[2,1-f][1,2,4]triazin-4-yl)piperazine-1-carboxylate